8-(4-amino-3-isopropyl-phenoxy)-4H-pyrido[2,3-b]pyrazin-3-one hydrochloride Cl.NC1=C(C=C(OC2=CC=NC=3NC(C=NC32)=O)C=C1)C(C)C